CC(=C)/C(/C(C=C)(C)C)=C/OCC=C(C)C (3Z)-2,4,4-trimethyl-3-(3-methylbut-2-enoxymethylene)hexa-1,5-diene